(3R,7S)-9-((R*)-1-(4-Cyanophenyl)ethyl)-2-(3,4-dichlorobenzoyl)-N,3-dimethyl-10-oxo-1,2,3,4,7,8,9,10-octahydropyrido[4',3':3,4]pyrazolo[1,5-a]pyrazine-7-carboxamide C(#N)C1=CC=C(C=C1)[C@@H](C)N1C(C=2N([C@@H](C1)C(=O)NC)N=C1C2CN([C@@H](C1)C)C(C1=CC(=C(C=C1)Cl)Cl)=O)=O |o1:8|